NC1=C(C(=O)NC2=CC(=CC=C2)F)C=CC=C1 2-amino-N-m-fluorophenyl-benzamide